2-[(3R)-3-fluoropyrrolidin-1-yl]ethan-1-ol F[C@H]1CN(CC1)CCO